5-hydroxy-2-bromobenzaldehyde OC=1C=CC(=C(C=O)C1)Br